CN(C1=NC=2N(C3=CC=C(C=C13)[N+](=O)[O-])C=NN2)C2=CC=CC=C2 N-methyl-7-nitro-N-phenyl-[1,2,4]triazolo[4,3-a]quinazolin-5-amine